N-(5-(2-methoxyethoxy)-4'-((3-(methylsulfonyl)-5-(trifluoromethyl)phenyl)amino)-[2,3'-bipyridin]-6'-yl)acetamide COCCOC=1C=CC(=NC1)C=1C=NC(=CC1NC1=CC(=CC(=C1)C(F)(F)F)S(=O)(=O)C)NC(C)=O